diethyl 2,6-dimethyl-1,4-dihydropyridin-3,5-dicarboxylate CC=1NC(=C(CC1C(=O)OCC)C(=O)OCC)C